3-(3,5-dichlorophenyl)phenol ClC=1C=C(C=C(C1)Cl)C=1C=C(C=CC1)O